2-{4-[2-(dimethylamino)ethoxy]pyridin-2-yl}-5H,6H,7H-cyclopenta[d]pyrimidin-4-ol CN(CCOC1=CC(=NC=C1)C=1N=C(C2=C(N1)CCC2)O)C